NC1=NC(=CC(=N1)N1C(COCCC1)C=1C=C(C(=O)NC)C=CC1OC)C 3-(4-(2-amino-6-methylpyrimidin-4-yl)-1,4-oxazepan-3-yl)-4-methoxy-N-methylbenzamide